FC1=C(C=C(C=C1)C(F)(F)F)NC(=O)N[C@@H](C(=O)N1CCC2(C(CN(C2)C)C2=CC=C(C=C2)F)CC1)C(C)C 1-(2-fluoro-5-(trifluoromethyl)phenyl)-3-((2R)-1-(4-(4-fluorophenyl)-2-methyl-2,8-diazaspiro[4.5]decan-8-yl)-3-methyl-1-oxobutan-2-yl)urea